tert-butyl 4-((3-chloroquinolin-5-yl)amino)piperidine-1-carboxylate ClC=1C=NC2=CC=CC(=C2C1)NC1CCN(CC1)C(=O)OC(C)(C)C